N-((1-fluorocyclobutyl)methyl)-5-(quinazolin-6-yl)-7H-pyrrolo[2,3-d]pyrimidin-2-amine FC1(CCC1)CNC=1N=CC2=C(N1)NC=C2C=2C=C1C=NC=NC1=CC2